3-amino-4-(3,4-dicyanophenyl)-2-methylbutanoic acid methyl ester hydrochloride Cl.COC(C(C(CC1=CC(=C(C=C1)C#N)C#N)N)C)=O